1,1,1,2,4,4,5,5-octafluoro-2-trifluoromethyl-3-pentanone FC(C(C(C(C(F)F)(F)F)=O)(C(F)(F)F)F)(F)F